(R)-1-amino-2-methyl-1-phenylpropan-2-ol N[C@@H](C(C)(O)C)C1=CC=CC=C1